ClC1=C(C=C(N=N1)N1C[C@H](OCC1)CO)C [(2S)-4-(6-chloro-5-methyl-pyridazin-3-yl)morpholin-2-yl]methanol